Methyl 4-((2-methyl-1H-pyrrol-1-yl)methyl)benzoate CC=1N(C=CC1)CC1=CC=C(C(=O)OC)C=C1